CC1(N=C(OC1=O)C=C)C 4,4-Dimethyl-2-vinyl-4H-oxazol-5-one